4-(Isocyanatomethyl)octane N(=C=O)CC(CCC)CCCC